(S)-1'-(9-(pyridin-4-yl)-7H-imidazo[1,2-c]pyrrolo[3,2-e]pyrimidin-5-yl)-1,3-dihydrospiro[inden-2,4'-piperidin]-1-amine N1=CC=C(C=C1)C1=CNC2=C1C=1N(C(=N2)N2CCC3(CC2)[C@@H](C2=CC=CC=C2C3)N)C=CN1